ClC1=C(C=C(C=C1)OCC(N1CCC(CC1)CN1CCNCC1)=O)N1C(NC(CC1)=O)=O 1-(2-chloro-5-(2-oxo-2-(4-(piperazin-1-ylmethyl)piperidin-1-yl)ethoxy)phenyl)dihydropyrimidine-2,4(1H,3H)-dione